ethyl 6-tert-butyl-10-methoxy-9-[2-(2-methoxyprop-2-yl) thiazol-5-yl]-2-oxo-6,7-dihydro-2H-pyrido[2,1-a]isoquinoline-3-carboxylate C(C)(C)(C)C1N2C(C3=CC(=C(C=C3C1)C1=CN=C(S1)C(C)(C)OC)OC)=CC(C(=C2)C(=O)OCC)=O